5-{6-[4-(dimethylamino)piperidin-1-yl]-4-methoxypyrido[2,3-d]pyrimidin-2-yl}-7-fluoro-2-methylindazol-6-ol CN(C1CCN(CC1)C1=CC2=C(N=C(N=C2OC)C2=CC3=CN(N=C3C(=C2O)F)C)N=C1)C